NC1=CC(=C(OC=2C=CC(N(N2)C(C)C2=CC=CC=C2)=O)C(=C1)Cl)Cl 6-(4-Amino-2,6-dichlorophenoxy)-2-(1-phenylethyl)pyridazin-3(2H)-one